COC1=C(C=C(C(=C1)N1CCN(CC1)C)C1=CC=NC=C1)NC=1N=C(C2=C(N1)NC=C2)NC=2C(=C1N=CC=NC1=CC2)P(C)(C)=O (6-((2-((2-methoxy-4-(4-methylpiperazin-1-yl)-5-(pyridin-4-yl)phenyl)amino)-7H-pyrrolo[2,3-d]pyrimidin-4-yl)amino)quinoxalin-5-yl)dimethylphosphine oxide